COC1=C(C(=C2C(=N1)C1=CC=CC=C1C2)C2=CC=C(C=C2)OC)C#N 2-Methoxy-4-(4-methoxy-phenyl)-5H-indeno[1,2-b]pyridine-3-carbonitrile